iron aluminum tetracalcium [Ca].[Ca].[Ca].[Ca].[Al].[Fe]